(R)-5-iodo-2-(3-(methoxymethyl)-4-(pyrimidin-4-yl)piperazin-1-yl)pyrimidine IC=1C=NC(=NC1)N1C[C@@H](N(CC1)C1=NC=NC=C1)COC